C(C1=CN=CC=C1)(=O)[O-].C(C)[NH3+] ethyl-ammonium nicotinate